O=C1NC(CCC1N1C(C2=CC=CC(=C2C1=O)N1CCN(CC1)CCOCCOCCOCCNC(OC(C)(C)C)=O)=O)=O Tert-butyl N-[2-[2-[2-[2-[4-[2-(2,6-dioxo-3-piperidyl)-1,3-dioxo-isoindolin-4-yl]piperazin-1-yl]ethoxy]ethoxy]ethoxy]ethyl]carbamate